4-(7-formylquinolin-3-yl)benzoic acid C(=O)C1=CC=C2C=C(C=NC2=C1)C1=CC=C(C(=O)O)C=C1